CN1C2=NC(=NC(=C2N=C1C1=CC=NC=C1)N1CCOCC1)N1N=NC2=C1C=CC(=C2)C 4-(9-methyl-2-(5-methyl-1H-benzo[d][1,2,3]triazol-1-yl)-8-(pyridin-4-yl)-9H-purin-6-yl)morpholin